rac-(1r,2r,4s,5r,6s)-N-(3-fluoro-5-(trifluoromethyl)phenyl)-6-hydroxy-4-(2-methoxypyridin-4-yl)-8-oxatricyclo[3.2.1.02,4]octane-2-carboxamide FC=1C=C(C=C(C1)C(F)(F)F)NC(=O)[C@]12[C@H]3C[C@@H]([C@@H]([C@@]2(C1)C1=CC(=NC=C1)OC)O3)O |r|